tert-butyl (S)-(1-(4-((6-chloro-3-nitropyridin-2-yl)amino)phenyl)ethyl)carbamate ClC1=CC=C(C(=N1)NC1=CC=C(C=C1)[C@H](C)NC(OC(C)(C)C)=O)[N+](=O)[O-]